(3R,10S,13R,17R)-17-((R)-4-aminobutan-2-yl)-3-hydroxy-10,13-dimethylhexadecahydro-7H-cyclopenta[a]phenanthrene-7-one NCC[C@@H](C)[C@H]1CCC2C3C(CC4C[C@@H](CC[C@@]4(C3CC[C@]12C)C)O)=O